1-((6-(6-cyclopropyl-5-fluoro-2-((4-(4-methylpiperazin-1-yl)phenyl)amino)-7H-pyrrolo[2,3-d]pyrimidin-7-yl)pyridin-2-yl)imino)tetrahydro-1H-1λ6-thiophene 1-oxide C1(CC1)C1=C(C2=C(N=C(N=C2)NC2=CC=C(C=C2)N2CCN(CC2)C)N1C1=CC=CC(=N1)N=S1(CCCC1)=O)F